1-methyl-2-(tributylstannyl)-1H-imidazole CN1C(=NC=C1)[Sn](CCCC)(CCCC)CCCC